N1[C@H](CCC1)C(=O)N1C[C@H]2CC[C@@H](C1)N2C2=NC(=NC1=CC(=CC=C21)C2=CC(=CC1=CC=CC=C21)O)OC[C@H]2N(CCC2)C 4-((1R,5S)-3-(D-prolyl)-3,8-diazabicyclo[3.2.1]octan-8-yl)-7-(3-hydroxynaphthalen-1-yl)-2-(((S)-1-methylpyrrolidin-2-yl)methoxy)quinazoline